COC(=O)C1(CCC2(C(=CC3=CC=CC=C23)C[C@H](COCC2=CC=C(C=C2)OC)C)CC1)NC1=CC(=CC=C1)Cl (1R,4R)-4-(3-Chloroanilino)-2'-{(2R)-3-[(4-methoxyphenyl)methoxy]-2-methylpropyl}spiro[cyclohexane-1,1'-indene]-4-carboxylic acid methyl ester